N-(6-(3-(5-(4-acryloyl-2-oxopiperazin-1-yl)furan-2-yl)propanamido)hexyl)-5-((6-chloro-5-(1-methyl-1H-indol-5-yl)-1H-benzo[d]imidazol-2-yl)oxy)-2-methylbenzamide C(C=C)(=O)N1CC(N(CC1)C1=CC=C(O1)CCC(=O)NCCCCCCNC(C1=C(C=CC(=C1)OC1=NC2=C(N1)C=C(C(=C2)C=2C=C1C=CN(C1=CC2)C)Cl)C)=O)=O